COC=1C=C(C=CC1OC)C=1N=C2N(C=C(C=C2)C2C[C@H](N(CC2)C2CCNCC2)CC(C)C)C1 2-(3,4-dimethoxyphenyl)-6-(r-isobutyl-[1,4'-bipiperidin]-4-yl)imidazo[1,2-a]pyridine